(R)-N-(2-(5-fluoropyridin-3-yl)-8-isopropylpyrazolo[1,5-a][1,3,5]triazin-4-yl)-2,3,4,9-tetrahydro-1H-carbazol-3-amine FC=1C=C(C=NC1)C1=NC=2N(C(=N1)N[C@@H]1CCC=3NC4=CC=CC=C4C3C1)N=CC2C(C)C